1-[2-({[3-(3-fluorophenyl)-1-(3-methylphenyl)-1H-pyrazol-4-yl]methyl}amino)ethyl]-3-piperidinol FC=1C=C(C=CC1)C1=NN(C=C1CNCCN1CC(CCC1)O)C1=CC(=CC=C1)C